CN1C(=NC=2C1=NC(=C(C2)C(=O)OC(C)(C)C)C)CCNC2=NC=CC1=CC=C(C=C21)C2=NOC(=N2)C tert-butyl 3,5-dimethyl-2-(2-{[7-(5-methyl-1,2,4-oxadiazol-3-yl) isoquinolin-1-yl] amino} ethyl)-3H-imidazo[4,5-b]pyridine-6-carboxylate